ClC1=C(C=C(C=C1)Cl)C1=NC(=NC=C1)C(=O)NC1=C(C=C(OCC(=O)O)C=C1C)C 4-[4-(2,5-dichlorophenyl)pyrimidine-2-amido]-3,5-dimethylphenoxyacetic acid